NC1(CCC(NC1)=O)C1=CC=CC=C1 5-Amino-5-phenylpiperidin-2-one